N-(3-(2,3-Dichloropyridin-4-yl)-2-methylphenyl)-5-(dimethoxymethyl)picolinamide ClC1=NC=CC(=C1Cl)C=1C(=C(C=CC1)NC(C1=NC=C(C=C1)C(OC)OC)=O)C